4-(2,2-difluorovinyl)-1,2-difluorovinyl-difluorobenzene FC(=CC1=C(C(=C(C=C1)F)F)C(=CF)F)F